tert-butyl 4-[[1-[1-(2,6-dioxo-3-piperidyl)-3-isopropyl-2-oxo-benzimidazol-5-yl]-4-piperidyl]methyl]piperidine-1-carboxylate O=C1NC(CCC1N1C(N(C2=C1C=CC(=C2)N2CCC(CC2)CC2CCN(CC2)C(=O)OC(C)(C)C)C(C)C)=O)=O